FC1=C(C=CC=C1C(F)(F)F)C(C)NC1=NC(=NC2=C3C(=C(C=C12)N1C[C@@H](CC1)O)CCC3)C (R)-1-(4-((1-(2-fluoro-3-(trifluoromethyl)phenyl)ethyl)amino)-2-methyl-8,9-dihydro-7H-cyclopenta[h]quinazolin-6-yl)pyrrolidin-3-ol